N-(7-{[N-(3-hydroxy-1,1-dioxo-2,3-dihydro-1λ6-benzothiophen-7-yl)acetamido]methyl}quinolin-2-yl)carbamate OC1CS(C2=C1C=CC=C2N(C(C)=O)CC2=CC=C1C=CC(=NC1=C2)NC([O-])=O)(=O)=O